C(C1=CC=CC=C1)OC1=CC=2CC[C@H]3[C@@H]4C=CC([C@@]4(C)CC[C@@H]3C2C=C1)O 3-benzyloxy-estra-1,3,5(10),15-tetraen-17-ol